2-[6-[[4-(trifluoromethyl)pyrazol-1-yl]methyl]-2-azaspiro[3.3]heptane-2-carbonyl]-8-oxa-2,5-diazaspiro[3.5]nonan-6-one FC(C=1C=NN(C1)CC1CC2(CN(C2)C(=O)N2CC3(C2)NC(COC3)=O)C1)(F)F